m-nitrobenzeneOne [N+](=O)([O-])C=1CC(C=CC1)=O